2-bromo-N-[4-[[5-fluoro-4-[3-(2-oxo-1-pyridyl)phenyl]pyrimidin-2-yl]amino]cyclohexyl]acetamide BrCC(=O)NC1CCC(CC1)NC1=NC=C(C(=N1)C1=CC(=CC=C1)N1C(C=CC=C1)=O)F